(R)-1-(2-((2-((3-chloro-2-fluorobenzyl)amino)-2-oxoethyl)(piperidin-3-yl)amino)-2-oxoethyl)-1H-indazole-3-carboxamide ClC=1C(=C(CNC(CN(C(CN2N=C(C3=CC=CC=C23)C(=O)N)=O)[C@H]2CNCCC2)=O)C=CC1)F